N-[5-(2,6-difluoro-4-methoxyphenyl)-2-[4-methoxy-6-(trifluoromethyl)pyridin-2-yl]-1-methyl-3-oxo-2,3-dihydro-1H-pyrazol-4-yl]-4-(difluoromethoxy)benzamide FC1=C(C(=CC(=C1)OC)F)C1=C(C(N(N1C)C1=NC(=CC(=C1)OC)C(F)(F)F)=O)NC(C1=CC=C(C=C1)OC(F)F)=O